1-(4-bromophenyl)cyclopropane-1-carboxylic acid BrC1=CC=C(C=C1)C1(CC1)C(=O)O